FC1=C(C=CC=C1F)N(C(=O)C1OC(C(CC1OC)O)CO)[C@@H]1[C@H](CCCC1)O N-(2,3-difluorophenyl)-5-hydroxy-N-((1S,2S)-2-hydroxycyclohexyl)-6-(hydroxymethyl)-3-methoxytetrahydro-2H-pyran-2-carboxamide